Cl.ClC1=C(C=CC(=C1)C(F)(F)F)NC(CN1C(=C(C(C=2C1=NC=C(N2)O)=O)N2CCNCC2)CC)=O N-(2-chloro-4-(trifluoromethyl)phenyl)-2-(6-ethyl-2-hydroxy-8-oxo-7-(piperazin-1-yl)pyrido[2,3-b]pyrazin-5(8H)-yl)acetamide hydrochloride